CN1N=C(C=C1)C(O)C=1C=NN(C1)C (1-methylpyrazol-3-yl)-(1-methylpyrazol-4-yl)methanol